F[P-](F)(F)(F)(F)F.ClC=1C=CC2=C(N(N=N2)OC(=[N+](C)C)N(C)C)C1 (6-chlorobenzotriazol-1-yl)-1,1,3,3-tetramethyluronium hexafluorophosphate